C(OC(C)C)([O-])=O Methyl-Ethyl Carbonate